(1S,2r)-2-((S)-5-chloro-8-((4,5-dimethylisoxazol-3-yl)methoxy)-1-((2-oxopyrrolidin-1-yl)methyl)-1,2,3,4-tetrahydroisoquinoline-2-carbonyl)-1-methylcyclohexane-1-carboxylic acid ClC1=C2CCN([C@@H](C2=C(C=C1)OCC1=NOC(=C1C)C)CN1C(CCC1)=O)C(=O)[C@H]1[C@](CCCC1)(C(=O)O)C